C1(CC1)CN1C(C2=CC=C(C=C2C1)NC1=CC=C(C=C1)N1CCCCC1)=O 2-(cyclopropylmethyl)-5-((4-(piperidin-1-yl)phenyl)amino)isoindolin-1-one